tert-butyl (((3R,5S)-1-benzyl-5-((6-(4-fluorophenyl)-3-methyl-1H-indole-2-carboxamido)methyl)pyrrolidin-3-yl)methyl)carbamate C(C1=CC=CC=C1)N1C[C@H](C[C@H]1CNC(=O)C=1NC2=CC(=CC=C2C1C)C1=CC=C(C=C1)F)CNC(OC(C)(C)C)=O